[(3R,4S)-1-[4-({8-[(2R,3S)-3-(methanesulfonylmeth-yl)-2-methylazetidin-1-yl]-5-(propan-2-yl)isoquinolin-3-yl}amino)pyrimidin-2-yl]-4-methoxypiperidin-3-yl]methanol CS(=O)(=O)C[C@@H]1[C@H](N(C1)C=1C=CC(=C2C=C(N=CC12)NC1=NC(=NC=C1)N1C[C@@H]([C@H](CC1)OC)CO)C(C)C)C